5-(2-Oxa-6-azaspiro[3.3]hept-6-yl)pyrazolo[1,5-a]pyrimidine-3-carboxylic acid C1OCC12CN(C2)C2=NC=1N(C=C2)N=CC1C(=O)O